3-(pyrrolidin-1-yl)-5-(1-trityl-1H-imidazol-4-yl)pyridine N1(CCCC1)C=1C=NC=C(C1)C=1N=CN(C1)C(C1=CC=CC=C1)(C1=CC=CC=C1)C1=CC=CC=C1